C(C#C)OS(=O)(=O)CCS(=O)(=O)CC 2-(ethanesulfonyl)ethanesulfonic acid 2-propynyl ester